BrC1=CC=2C3=C(C=NC2C=C1)NC(C31CN(C1)C(=O)OC(C)(C)C)=O tert-Butyl 8'-bromo-2'-oxo-2',3'-dihydrospiro[azetidine-3,1'-pyrrolo[2,3-c]quinoline]-1-carboxylate